5-(6-chloro-7-fluoro-3-(1H-imidazol-1-yl)-5-methoxy-1-methyl-1H-indol-2-yl)-N,N-dimethyl-4H-1,2,4-triazole-3-carboxamide ClC1=C(C=C2C(=C(N(C2=C1F)C)C=1NC(=NN1)C(=O)N(C)C)N1C=NC=C1)OC